phosphorus (phosphorus oxychloride) P(=O)(Cl)(Cl)Cl.[P]